ClC1=NC(=C(C(=C1F)N)I)C 2-chloro-3-fluoro-5-iodo-6-methylpyridin-4-amine